ClC=1C=C(C=C(C1OC=1C=C2CCN(C(C2=CC1)=O)CC1=NC=CC=C1)Cl)N1N=CC(NC1=O)=O 2-(3,5-dichloro-4-((1-oxo-2-(pyridin-2-ylmethyl)-1,2,3,4-tetrahydroisoquinolin-6-yl)oxy)phenyl)-1,2,4-triazine-3,5(2H,4H)-dione